2-(4,6-dichloro-5-(2-isopropylphenyl)-1H-benzo[d]imidazol-2-yl)-2-(4-(ethylsulfonyl)phenyl)ethanol ClC1=C(C(=CC=2NC(=NC21)C(CO)C2=CC=C(C=C2)S(=O)(=O)CC)Cl)C2=C(C=CC=C2)C(C)C